6-[6-fluoro-8-(methylamino)-4-[(2R)-2-methylmorpholin-4-yl]-9H-pyrido[2,3-b]indol-3-yl]-1-methyl-4-oxo-1,8-naphthyridine-3-carboxylic acid FC=1C=C2C3=C(NC2=C(C1)NC)N=CC(=C3N3C[C@H](OCC3)C)C=3C=C1C(C(=CN(C1=NC3)C)C(=O)O)=O